C12COCC(N1C=1SC3=C(N1)C=CC(=C3C(=O)NC=3C=NC(=CC3C(NC31CC(C3)(C1)OC)=O)OC)OC(C)C)C2 2-(3-Oxa-6-azabicyclo[3.1.1]heptan-6-yl)-6-isopropoxy-N-(6-methoxy-4-((3-methoxybicyclo[1.1.1]pentan-1-yl)carbamoyl)pyridin-3-yl)benzo[d]thiazole-7-carboxamide